tert-butyl (1R,3S,5S)-3-((6-(4-chloro-5-fluoro-2-(methoxymethoxy)phenyl)pyridazin-3-yl)(methyl)amino)-1,5-dimethyl-8-azabicyclo[3.2.1]octane-8-carboxylate ClC1=CC(=C(C=C1F)C1=CC=C(N=N1)N(C1C[C@]2(CC[C@@](C1)(N2C(=O)OC(C)(C)C)C)C)C)OCOC